COC=1C(=NC=C(C1)N1CCNCC1)C1CCN(CC1)C1=C2C(=NC(=C1)C)N(N=C2)C 4-[4-(3-methoxy-5-piperazin-1-yl-2-pyridyl)-1-piperidyl]-1,6-dimethyl-pyrazolo[3,4-b]pyridine